5-(trifluoromethyl)pyridin-3-yl-urea FC(C=1C=C(C=NC1)NC(=O)N)(F)F